1-(1-acetylpiperidin-4-yl)-4-chloro-N-(3-methyl-5-(quinolin-3-yl)pyridin-2-yl)-1H-pyrazole-5-carboxamide C(C)(=O)N1CCC(CC1)N1N=CC(=C1C(=O)NC1=NC=C(C=C1C)C=1C=NC2=CC=CC=C2C1)Cl